C[C@@H]1CN(CCN1)C(=O)[O-] (R)-3-methylpiperazine-1-carboxylate